CC1=CC(=NC(=C1)C)NC1=NC=CC(=N1)N1C=C(C2=CC=CC=C12)C(=O)N 1-[2-(4,6-dimethyl-pyridin-2-ylamino)-pyrimidin-4-yl]-1H-indole-3-carboxamide